OOC(C=C)=O acrylic acid-hydroxy ester